ClC1=CC=NC(=N1)C1=CC=CC=C1 6-chloro-2-phenylpyrimidine